(4-(7z-methoxy-4-oxo-3,4-dihydro-phthalazin-1-yl)benzyl)carbamic acid tert-butyl ester C(C)(C)(C)OC(NCC1=CC=C(C=C1)C1=NN(C(C2=CC=CC=C12)=O)OC)=O